4-(5-mercapto-1H-tetrazol-1-yl)phenol SC1=NN=NN1C1=CC=C(C=C1)O